BrC1=C(C=C(C=C1)Cl)[C@@H](CC)NC(OC(C)(C)C)=O tert-butyl [(1R)-1-(2-bromo-5-chlorophenyl)propyl]carbamate